O=C1NC(CCC1N1C(N(C2=C1C=CC=C2CCCN2CCN(CC2)C(=O)OC(C)(C)C)C)=O)=O tert-butyl 4-[3-[1-(2,6-dioxo-3-piperidyl)-3-methyl-2-oxo-benzimidazol-4-yl] propyl]piperazine-1-carboxylate